butynate C(C#CC)(=O)[O-]